methyl 1-(2-acetoxyethyl)-8-chloro-4,5-dihydro-1H-pyrazolo[4,3-H]quinazoline-3-carboxylate C(C)(=O)OCCN1N=C(C=2CCC=3C=NC(=NC3C21)Cl)C(=O)OC